COC1=NC=C(C(=N1)C)B1OC(C(O1)(C)C)(C)C 2-methoxy-4-methyl-5-(4,4,5,5-tetramethyl-1,3,2-dioxaborolan-2-yl)pyrimidine